difluoromethyl-5-[4-[(3R)-3-methylmorpholin-4-yl]-6-[(1S,4S)-2-oxa-5-azabicyclo[2.2.1]heptan-5-yl]-1,3,5-triazin-2-yl]pyridin-2-amine FC(F)C=1C(=NC=C(C1)C1=NC(=NC(=N1)N1[C@@H](COCC1)C)N1[C@@H]2CO[C@H](C1)C2)N